ClC1=CNC=2N=C(N=C(C21)NCCC)NC2=C(C=C(C=C2)P2(CCN(CC2)C2CC2)=O)OC 4-(4-((5-chloro-4-(propylamino)-7H-pyrrolo[2,3-d]pyrimidin-2-yl)amino)-3-methoxyphenyl)-1-cyclopropyl-1,4-azaphosphinane 4-oxide